C(C)(C)(C)OC(=O)N1[C@@H](C[C@H](C1)NC1=NC=CC=N1)C(N)=O (2S,4R)-2-carbamoyl-4-(pyrimidin-2-ylamino)pyrrolidine-1-carboxylic acid tert-butyl ester